1-(2,3-Dimethylphenyl)-5-methyl-N-(quinolin-2-yl)-1H-1,2,3-triazole-4-carboxamide CC1=C(C=CC=C1C)N1N=NC(=C1C)C(=O)NC1=NC2=CC=CC=C2C=C1